[Si](C1=CC=CC=C1)(C1=CC=CC=C1)(C(C)(C)C)OCCCCCCCC(=O)OC\C=C/CCCCCC (Z)-non-2-en-1-yl 8-((tert-butyldiphenylsilyl)oxy)octanoate